C(CCCCCCC(C)C)O i-decanol